N-(4-((5-(4-aminophenyl)-1H-pyrazol-3-yl)amino)-3-methylphenyl)-4-fluorobenzenesulfonamide NC1=CC=C(C=C1)C1=CC(=NN1)NC1=C(C=C(C=C1)NS(=O)(=O)C1=CC=C(C=C1)F)C